(E)-4-(5-(2-(4,6-dimethyl-5-(methylthio)pyridazin-3-yl)vinyl)thiophen-2-yl)-N,N-diphenylaniline CC1=C(N=NC(=C1SC)C)/C=C/C1=CC=C(S1)C1=CC=C(N(C2=CC=CC=C2)C2=CC=CC=C2)C=C1